The molecule is the tetracarboxylic acid anion formed by deprotonation of three of the four carboxy groups in ethylenediaminetetraacetic acid (EDTA). It is a conjugate base of an EDTA(2-). C(CN(CC(=O)[O-])CC(=O)[O-])N(CC(=O)O)CC(=O)[O-]